3-(7-amino-4-bromo-2-((6-methylpyridin-2-yl)methyl)-2H-pyrazolo[3,4-c]pyridin-5-yl)benzonitrile NC1=NC(=C(C=2C1=NN(C2)CC2=NC(=CC=C2)C)Br)C=2C=C(C#N)C=CC2